ClC1=C(OCC2=NC=CC(=C2)O[C@H]2[C@@H](N(C2)CC2=NC3=C(N2CC2=CN=CN2CC)C=C(C=C3)C(=O)O)C)C=CC(=C1)Cl 2-{[(2S,3R)-3-({2-[(2,4-dichlorophenoxy)methyl]pyridin-4-yl}oxy)-2-methylazetidin-1-yl]methyl}-1-[(1-ethyl-1H-imidazol-5-yl)methyl]-1H-1,3-benzodiazole-6-carboxylic acid